manganese (II) aspartate N[C@@H](CC(=O)[O-])C(=O)[O-].[Mn+2]